COC=1C=C(COCC2=CC(=CC(=C2)OC)OC)C=C(C1)OC 3,5-dimethoxybenzyl oxide